N-(4-(4-amino-5-(3-fluoro-4-((1-methyl-1H-pyrazol-3-yl)oxy)phenyl)pyrazolo[5,1-f][1,2,4]triazin-6-yl)phenyl)methacrylamide NC1=NC=NN2C1=C(C(=N2)C2=CC=C(C=C2)NC(C(=C)C)=O)C2=CC(=C(C=C2)OC2=NN(C=C2)C)F